(2-(aminomethyl)-5-(trifluoromethyl)phenyl)-methanol NCC1=C(C=C(C=C1)C(F)(F)F)CO